C(C)OC(=O)C1=NOC(=C1)CO 5-(Hydroxymethyl)-1,2-oxazole-3-carboxylic acid ethyl ester